C1(CC1)C1=C(C=NC(=C1)C(NC=1C(=C(C=CC1)C1=C(C(=CC=C1)NC(C1=NC=C(C(=C1)C1CC1)CNCCO)=O)C)C)=O)CN[C@@H](CO)C(=O)O ((4-cyclopropyl-6-((3'-(4-cyclopropyl-5-(((2-hydroxyethyl)amino)methyl)picolinamido)-2,2'-dimethyl-[1,1'-biphenyl]-3-yl)carbamoyl)pyridin-3-yl)methyl)-L-serine